6-Methyl-2-[({5-[3-(trifluoromethoxy)phenyl]-1,3-oxazol-2-yl}methyl)sulfanyl]pyrimidin-4-amin CC1=CC(=NC(=N1)SCC=1OC(=CN1)C1=CC(=CC=C1)OC(F)(F)F)N